6-oxo-morpholine 4-oxide O=C1OCC[NH+](C1)[O-]